ClC=1C=C(C=CC1)NC(=O)N1C=COC2=C1C=CC=C2 N-(3-chlorophenyl)-1,4-benzoxazine-4-carboxamide